ClC=1C(N(C(=CC1OCC1=NC=C(C=C1F)F)C)C1=CC(=NC=C1C1CC1)C(\C=C\N(C)C)=O)=O (E)-3-chloro-5'-cyclopropyl-4-((3,5-difluoropyridin-2-yl)methoxy)-2'-(3-(dimethylamino)acryloyl)-6-methyl-2H-[1,4'-bipyridin]-2-one